FC1=C(C(=CC=C1)F)N1N=CC(=C1)C1=NC=NC=C1OCC1CCNCC1 4-(1-(2,6-difluorophenyl)-1H-pyrazol-4-yl)-5-(piperidin-4-ylmethoxy)pyrimidine